6-(4-(2,7-diazaspiro[3.5]nonane-7-carbonyl)phenyl)-7-((5-methoxy-7-methyl-1H-indol-4-yl)methyl)-7-azaspiro[3.5]nonane-2-carbonitrile C1NCC12CCN(CC2)C(=O)C2=CC=C(C=C2)C2CC1(CC(C1)C#N)CCN2CC2=C1C=CNC1=C(C=C2OC)C